ethyl 6-(2,4-bis(benzyloxy)-5-chlorophenyl)-4-oxo-4H-pyran-3-carboxylate C(C1=CC=CC=C1)OC1=C(C=C(C(=C1)OCC1=CC=CC=C1)Cl)C1=CC(C(=CO1)C(=O)OCC)=O